C1NCCC12OCCN(C2)C(=O)OC(C)(C)C tert-Butyl 6-oxa-2,9-diazaspiro[4.5]decane-9-carboxylate